C[C@@H]1CC[C@H](N(C1)C(C(=O)NC=1C=C(C=NC1)C(=O)N)=O)C=1C=CC2=C(N=C(S2)C(F)(F)F)C1 |o1:1,4| rel-5-[[2-[(2S,5R)-5-Methyl-2-[2-(trifluoromethyl)-1,3-benzothiazol-5-yl]-1-piperidyl]-2-oxo-acetyl]amino]pyridine-3-carboxamide